CN1C(N(C=2C1=NC=C(C2)C2=CC(=CC=C2)C(F)(F)F)CC2=NC=CC=C2)=O 3-methyl-1-(2-pyridylmethyl)-6-[3-(trifluoromethyl)phenyl]imidazo[4,5-b]pyridin-2-one